1-(6Z,9Z,12Z-octadecatrienoyl)-2-(8Z,11Z,14Z-eicosatrienoyl)-glycero-3-phospho-(1'-sn-glycerol) CCCCC/C=C\C/C=C\C/C=C\CCCCCCC(=O)O[C@H](COC(=O)CCCC/C=C\C/C=C\C/C=C\CCCCC)COP(=O)(O)OC[C@H](CO)O